C(#N)C=1C=C(C=C(C1)C(F)(F)F)NC(=O)C1=CSC=2CN(CCC21)C(=O)C2=CN=C1N2C=CC=C1 N-(3-cyano-5-(trifluoro-methyl)phenyl)-6-(imidazo[1,2-a]pyridine-3-carbonyl)-4,5,6,7-tetra-hydrothieno[2,3-c]pyridine-3-carboxamide